C(C=C)OC1=C(C=C(C=C1O)[C@@H]1OC=2C=C(C=C(C2C[C@H]1O)O)O)O (2S,3R)-2-(4-(allyloxy)-3,5-dihydroxyphenyl)chromane-3,5,7-triol